n-methyl-2-(4-(3-methyl-2-(quinolin-8-yl)-1H-indol-5-yl)piperidin-1-yl)ethan-1-amine CNCCN1CCC(CC1)C=1C=C2C(=C(NC2=CC1)C=1C=CC=C2C=CC=NC12)C